O=C1N2C(OC13CCNCC3)CC[C@H]2C(=O)OC methyl (5's)-3'-oxotetrahydro-3'h-spiro[piperidine-4,2'-pyrrolo[2,1-b]oxazole]-5'-carboxylate